(4-(naphthalen-1-yl)phenyl)boron C1(=CC=CC2=CC=CC=C12)C1=CC=C(C=C1)[B]